ClC1=NC=C(C(=N1)OC1=NC=2C=CC3=C(C2N=C1)C1=C(S3)C(NC(CN1)(C)C)=O)CN1C(COCC1)=O 4-((2-chloro-4-((10,10-dimethyl-8-oxo-9,10,11,12-tetrahydro-8H-[1,4]diazepino[5',6':4,5]thieno[3,2-f]quinoxalin-3-yl)oxy)pyrimidin-5-yl)methyl)morpholin-3-one